ICCC(CCC(CCC(CCC(CCI)=O)=O)=O)=O 1,14-diiodo-3,6,9,12-tetraoxotetradecane